C(#N)C1=CN=C2N1C(=CC(=C2)C=2N=NN(C2C)C2CCN(CC2)C(=O)OC(C)(C)C)OC(C)C=2C=NSC2 tert-Butyl 4-[4-[3-cyano-5-(1-isothiazol-4-ylethoxy) imidazo[1,2-a]pyridin-7-yl]-5-methyl-triazol-1-yl]piperidine-1-carboxylate